C(C)(C)(C)NS(=O)(=O)C=1C=C(C=CC1OCC1CCOCC1)S(=O)(=O)NC1=C(C=C(C=C1)CC)CCC(CC)O N3-(tert-butyl)-N1-(4-ethyl-2-(3-hydroxypentyl)phenyl)-4-((tetrahydro-2H-pyran-4-yl)methoxy)benzene-1,3-disulfonamide